chloro-1'-[trans-4-(pyridin-2-yloxy)cyclohexyl]-4'H,6'H-spiro[1,3-dioxolan-2,5'-[1,2,4]triazolo[4,3-a][1]benzazepine] ClC1C=2N(C3=C(CC14OCCO4)C=CC=C3)C(=NN2)[C@@H]2CC[C@H](CC2)OC2=NC=CC=C2